dihydro-2H-pyrido[2,1-a]isoquinoline-3-carboxylate C1CC(CN2C1=C1C=CC=CC1=CC2)C(=O)[O-]